tert-Butyl 3-(3,5-dibromopyrazin-2-ylcarbamoyl)morpholinecarboxylate BrC=1C(=NC=C(N1)Br)NC(=O)C1N(CCOC1)C(=O)OC(C)(C)C